CC1=NN(C2=NC(=NC=C21)N2CC1(CN(C1)C=1C(=NC(=NC1)C)C(F)(F)F)CC2)C2COC2 6-[3-methyl-1-(oxetan-3-yl)-1H-pyrazolo[3,4-d]pyrimidin-6-yl]-2-[2-methyl-4-(trifluoromethyl)pyrimidin-5-yl]-2,6-diazaspiro[3.4]octane